1-methyl-4-pentenyltrimethoxysilane CC(CCC=C)[Si](OC)(OC)OC